(3aR,5r,6aS)-5-benzyl-N-(3-chlorophenyl)-5-hydroxyhexahydrocyclopenta[c]pyrrole-2(1H)-carboxamide C(C1=CC=CC=C1)C1(C[C@@H]2[C@@H](CN(C2)C(=O)NC2=CC(=CC=C2)Cl)C1)O